NC1=C(C=CC=C1)SCCOC1=CC=C(C=C1)OCCSC1=C(C=CC=C1)N 1,4-bis(2-aminophenyl-thioethoxy)benzene